2,4,7,9-tetramethyl-dec-5-yne-4,7-diol CC(C)CC(C#CC(CC(C)C)(O)C)(O)C